Tert-butyl 4-(4-(2-ethoxy-2-oxoethyl)-2-fluorophenyl)-3,6-dihydropyridine-1(2H)-carboxylate C(C)OC(CC1=CC(=C(C=C1)C=1CCN(CC1)C(=O)OC(C)(C)C)F)=O